N'-((1,2,3,5,6,7-hexahydro-s-indacen-4-yl)carbamoyl)-5-((R)-pyrrolidin-2-yl)thiophene-2-sulfonimidamide C1CCC2=C(C=3CCCC3C=C12)NC(=O)N=S(=O)(N)C=1SC(=CC1)[C@@H]1NCCC1